amino-3-(2,5-dioxaspiro[3.4]octan-7-ylamino)benzoate NC1=C(C(=O)[O-])C=CC=C1NC1COC2(COC2)C1